ClC1=C(C(=O)C=2C=CC3=C(C(=C(O3)NCC)C=3CC4CCCCN4CC3)C2)C=CC=C1 5-(2-chlorobenzoyl)-N-ethylamino-3-(1,4,5,6,7,8,9-heptahydroquinolizin-2-yl)-benzofuran